FCCOC1=C(C=CC(=C1)S(=O)(=O)C)NCC#CC=1N(C2=CC=CC(=C2C1)NC1CCN(CC1)CC(CO)O)CC(F)(F)F 3-(4-{[2-(3-{[2-(2-fluoroethoxy)-4-methanesulfonyl-phenyl]amino}prop-1-yn-1-yl)-1-(2,2,2-trifluoroethyl)-1H-indol-4-yl]amino}piperidin-1-yl)propane-1,2-diol